2-quinolinecarboxylate N1=C(C=CC2=CC=CC=C12)C(=O)[O-]